sodium tri(2-carboxyethyl)phosphine carbonate C([O-])([O-])=O.C(=O)(O)CCP(CCC(=O)O)CCC(=O)O.[Na+].[Na+]